C(=O)(O)CC=1C(=C(C(=O)NC2=C(C(C(=O)O)=CC=C2)C(=O)O)C=C(C1)O)O 3-(3-(carboxymethyl)-2,5-dihydroxybenzoylamino)phthalic acid